sodium hexachlororhodium (III) salt Cl[Rh-3](Cl)(Cl)(Cl)(Cl)Cl.[Na+].[Na+].[Na+]